1-(4-(4-(4-(hydroxymethyl)pyrimidin-2-yl)phenyl)piperazin-1-yl)ethan-1-one OCC1=NC(=NC=C1)C1=CC=C(C=C1)N1CCN(CC1)C(C)=O